C(#N)C(C(=O)NC(OCC)=O)=NNC1=CC(=C(C(=C1)Cl)OC1=CC2=C(N=N1)N(C(C2(C)C)=O)CC2=CC=C(C=C2)OC)Cl ethyl N-[2-cyano-2-[[3,5-dichloro-4-[7-[(4-methoxyphenyl)methyl]-5,5-dimethyl-6-oxo-pyrrolo[2,3-c]pyridazin-3-yl]oxyphenyl]hydrazono]acetyl]carbamate